FC1=C(C=CC=C1)C=1C=C2C(=CN(C=C2)CC=2SC3=C(N2)C=CC(=C3)C)N1 2-[[2-(2-fluorophenyl)pyrrolo[2,3-c]pyridin-6-yl]methyl]-6-methyl-1,3-benzothiazole